ClC1=C(C=CC(=C1F)CN1CC(C1)C)N1C=NC(=C1)C1=NC(=NC=C1C(F)(F)F)NC1CCN(CC1)S(=O)(=O)C 4-(1-(2-Chloro-3-fluoro-4-((3-methylazetidin-1-yl)methyl)phenyl)-1H-imidazol-4-yl)-N-(1-(methylsulfonyl)piperidin-4-yl)-5-(trifluoromethyl)pyrimidin-2-amine